tert-butyl-(3S)-4-[7-(3-chlorophenyl)-5-(methoxycarbonyl)-7H-pyrrolo[2,3-d]pyrimidin-4-yl]-3-methylpiperazine-1-carboxylate C(C)(C)(C)OC(=O)N1C[C@@H](N(CC1)C=1C2=C(N=CN1)N(C=C2C(=O)OC)C2=CC(=CC=C2)Cl)C